2-(2-chloro-6-methoxypyridin-3-yl)-2-methylpropyl methanesulfonate CS(=O)(=O)OCC(C)(C)C=1C(=NC(=CC1)OC)Cl